(2S)-6-hydroxy-2,5,7,8-tetra-methyl-N-((R)-piperidin-3-yl)-3,4-dihydro-1-benzopyran-2-carboxamide OC=1C(=C(C2=C(CC[C@](O2)(C(=O)N[C@H]2CNCCC2)C)C1C)C)C